3-(pyridin-3-ylmethyl)-1-[4-(pyridine-2-sulfonyl)phenyl]urea N1=CC(=CC=C1)CNC(NC1=CC=C(C=C1)S(=O)(=O)C1=NC=CC=C1)=O